BrC=1C=CC=C2N=CC(=NC12)C=1C=NN(C1)C1CCN(CC1)C=1C=C(C=CC1)NCCNC=1C=C2C(N(C(C2=CC1)=O)C1C(NC(CC1)=O)=O)=O 5-((2-((3-(4-(4-(8-bromoquinoxalin-2-yl)-1H-pyrazol-1-yl)piperidin-1-yl)phenyl)amino)ethyl)amino)-2-(2,6-dioxopiperidin-3-yl)isoindoline-1,3-dione